(2,7-dibromo-9H-carbazol-9-yl)-2-(1,3-dioxoisoindolin-2-yl)propionic acid BrC1=CC=2N(C3=CC(=CC=C3C2C=C1)Br)C(C(=O)O)(C)N1C(C2=CC=CC=C2C1=O)=O